CS(=O)(=O)C1=CC=C(C=C1)C=1C(C(OC1O)=O)C1=CC=CC=C1 4-[4-(methylsulfonyl)phenyl]-3-phenyl-5-hydroxyfuran-2-one